FC=1C=C2C=CC(=NC2=CC1)C(F)(F)F 6-fluoro-2-(trifluoromethyl)quinoline